5-(sec-butyl)-N3-methyl-1-((S)-1-phenylethyl)-1H-pyrazole-3,5-dicarboxamide C(C)(CC)C1(C=C(NN1[C@@H](C)C1=CC=CC=C1)C(=O)NC)C(=O)N